4-((3,4-Dimethylbenzyl)((2R,4R)-2-methyltetrahydro-2H-pyran-4-yl)amino)-3-nitroquinoline-6-carbonitrile CC=1C=C(CN(C2=C(C=NC3=CC=C(C=C23)C#N)[N+](=O)[O-])[C@H]2C[C@H](OCC2)C)C=CC1C